OC1=C(C=C(C=C1OC)/C=C/C(=O)OCCCC1=CC=CC=C1)OC 3-Phenylpropyl (2E)-3-(4-hydroxy-3,5-dimethoxyphenyl)prop-2-enoate